BrC=1SC=C(N1)Cl 2-bromo-4-chlorothiazole